3-(5''-(methylsulfonamido)dispiro[cyclopropane-1,1'-cyclohexane-4',3''-indoline]-1''-carbonyl)-N-(pentan-3-yl)benzenesulfonamide CS(=O)(=O)NC=1C=C2C3(CN(C2=CC1)C(=O)C=1C=C(C=CC1)S(=O)(=O)NC(CC)CC)CCC1(CC3)CC1